[Na+].CC(CS(=O)(=O)[O-])C 2-methylpropanesulfonate sodium salt